N-(7-(((1R,5S)-3-methyl-3-azabicyclo[3.1.0]hexan-1-yl)ethynyl)-4-((4-phenoxyphenyl)amino)quinazolin-6-yl)acrylamide CN1C[C@@]2(C[C@@H]2C1)C#CC1=C(C=C2C(=NC=NC2=C1)NC1=CC=C(C=C1)OC1=CC=CC=C1)NC(C=C)=O